FC1(C[C@H](CCC1)\C=N\[S@](=O)C(C)(C)C)F (R)-N-((E)-((s)-3,3-difluorocyclohexyl)methylene)-2-methylpropane-2-sulfinamide